CN1CN=CC=C1 N-methyl-pyrimidine